N-(1-(cyclohexylmethyl)-1H-indol-5-yl)acrylamide C1(CCCCC1)CN1C=CC2=CC(=CC=C12)NC(C=C)=O